C(C)(C)(C)OC(=O)N1CC(CC1)C1=CC2=C(N=CN=C2N)N1C 3-{4-amino-7-methyl-7H-pyrrolo[2,3-d]pyrimidin-6-yl}pyrrolidine-1-carboxylic acid tert-butyl ester